3-(5-amino-8-(2-methoxy-6-methylpyridin-4-yl)-2-(((3-methylpyridin-2-yl)methyl)amino)-[1,2,4]triazolo[1,5-c]pyrimidin-7-yl)-2-fluorobenzonitrile NC1=NC(=C(C=2N1N=C(N2)NCC2=NC=CC=C2C)C2=CC(=NC(=C2)C)OC)C=2C(=C(C#N)C=CC2)F